1,1'-(((2,4,6-trihydroxy-5-methyl-1,3-phenylene)bis(methylene))bis(2,4-dihydroxy-6-methoxy-5-methyl-3,1-phenylene))bis(butan-1-one) OC1=C(C(=C(C(=C1CC=1C(=C(C(=C(C1O)C)OC)C(CCC)=O)O)O)C)O)CC=1C(=C(C(=C(C1O)C)OC)C(CCC)=O)O